1-((2-acrylamidothiazol-5-yl)methyl)-N-cyclohexylpiperidine-4-carboxamide C(C=C)(=O)NC=1SC(=CN1)CN1CCC(CC1)C(=O)NC1CCCCC1